1-(2-aminophenyl)-2,2,2-trifluoro-ethanone NC1=C(C=CC=C1)C(C(F)(F)F)=O